methylallyl ether sebacate C(CCCCCCCCC(=O)O)(=O)O.COCC=C